sodium 2-(4-styryl-3-sulphophenyl)-2H-naphthol C(=CC1=CC=CC=C1)C1=C(C=C(C=C1)C1C(C2=CC=CC=C2C=C1)O)S(=O)(=O)O.[Na]